C(C(C)C)N(C1CCC(CC1)=O)CC(C)C 4-(diisobutylamino)cyclohexanone